1-[5-tert-butyl-2-(4-methyl-3-carbamylphenyl)-2H-pyrazol-3-yl]-3-[4-(2-morpholin-4-yl-ethoxy)naphthalen-1-yl]-urea C(C)(C)(C)C=1C=C(N(N1)C1=CC(=C(C=C1)C)C(N)=O)NC(=O)NC1=CC=C(C2=CC=CC=C12)OCCN1CCOCC1